CC1OC(CN(C1)CC1=NC=2C(=C3C(=NC2N)C=CS3)N1C)C (2,6-dimethylmorpholinomethyl)-1-methyl-1H-imidazo[4,5-d]thieno[3,2-b]pyridin-4-amine